4-(5-methoxy-6-(quinolin-3-yl)pyrimidin-2-yl)piperazine-1-carboxylic acid tert-butyl ester C(C)(C)(C)OC(=O)N1CCN(CC1)C1=NC(=C(C=N1)OC)C=1C=NC2=CC=CC=C2C1